C(C)C=1C(=CC=C2C=C(C=C(C12)C1=C(C=2N=C(N=C(C2C=N1)NCCCC(=O)OC)OC[C@]12CCCN2C[C@@H](C1)F)F)OCOC)F methyl 4-((7-(8-ethyl-7-fluoro-3-(methoxymethoxy)naphthalen-1-yl)-8-fluoro-2-(((2R,7aS)-2-fluorotetrahydro-1H-pyrrolizin-7a(5H)-yl)methoxy)pyrido[4,3-d]pyrimidin-4-yl)amino)butanoate